C(C)(C)(C)OC(=O)N1CC(CCC1)C(=O)C1=CC2=CC=C(C=C2C=C1)S(=O)(=O)C 3-(6-(methylsulfonyl)-2-naphthoyl)piperidine-1-carboxylic acid tert-butyl ester